((6-(benzyloxy)hexyl)oxy)-4-methyl-7-morpholinophthalazin-1-ol C(C1=CC=CC=C1)OCCCCCCOC1=C2C(=NN=C(C2=CC(=C1)N1CCOCC1)O)C